N-(trimethylsilyl)-2,3,3,3-tetrachloro-2-fluoropropionamide C[Si](NC(C(C(Cl)(Cl)Cl)(F)Cl)=O)(C)C